(R)-1-((3aS,6R,7aR)-8,8-dimethyl-2,2-dioxidotetrahydro-3H-3a,6-methanobenzo-[c]isothiazol-1(4H)-yl)-2-methylpentadecan-1-one CC1([C@@]23[C@H](N(S(C2)(=O)=O)C([C@@H](CCCCCCCCCCCCC)C)=O)C[C@H]1CC3)C